(2,3-dichlorophenyl)(4-(2-hydroxy-3-((1,2,3,4-tetrahydroacridin-9-yl)amino)propyl)piperazin-1-yl)methanone ClC1=C(C=CC=C1Cl)C(=O)N1CCN(CC1)CC(CNC=1C2=CC=CC=C2N=C2CCCCC12)O